C(#N)C1=CC=C(CCN[C@H](C(=O)NC2=NC=C(C=C2)C=2C=NN(C2)C)C2=CC=C(C=C2)C(F)(F)F)C=C1 |r| (S)- and (R)-2-((4-cyanophenEthyl)amino)-N-(5-(1-methyl-1H-pyrazol-4-yl)pyridin-2-yl)-2-(4-(trifluoromethyl)phenyl)acetamide